5-(3-(2,2-Difluoroethyl)-3H-imidazo[4,5-b]pyridin-5-yl)-N2-((3R,4S)-3-fluoro-1-(oxetan-3-yl)piperidin-4-yl)pyrrolo[2,1-f][1,2,4]triazine-2,4-diamine FC(CN1C=NC=2C1=NC(=CC2)C=2C=CN1N=C(N=C(C12)N)N[C@@H]1[C@@H](CN(CC1)C1COC1)F)F